ClC=1C(=NC(=NC1)CC(C)C)N chloro-2-isobutylpyrimidin-4-amine